6-(2-((2-oxaspiro[3.5]nonan-7-yl)amino)-6-fluoro-4-methoxypyrrolo[2,1-f][1,2,4]triazin-5-yl)-8-fluoro-N-methylimidazo[1,2-a]pyridine-3-carboxamide C1OCC12CCC(CC2)NC2=NN1C(C(=N2)OC)=C(C(=C1)F)C=1C=C(C=2N(C1)C(=CN2)C(=O)NC)F